ClC1=C(C(=NC(=N1)SCCC)NCC)N 6-Chloro-N4-ethyl-2-(propylthio)pyrimidine-4,5-diamine